[Cl].C=CCC butene chlorine